Cl.NC/C(/COC=1C=C2CCN(C(C2=CC1)=O)CC(=O)NC1CC1)=C\F 2-[6-[(E)-2-(aminomethyl)-3-fluoro-allyloxy]-1-oxo-3,4-dihydroisoquinolin-2-yl]-N-cyclopropyl-acetamide hydrochloride